1-phenylcarbonyl-4-(2-methylhydrotelluro-propyl)benzene C1(=CC=CC=C1)C(=O)C1=CC=C(C=C1)CC(C[TeH])C